2-methoxy-3-(trifluoromethyl)-5-vinylpyridine COC1=NC=C(C=C1C(F)(F)F)C=C